ClCC(=O)N[C@@H]1[C@@H](CN(CC1)C(=O)OCC1=CC=CC=C1)O (cis)-benzyl 4-(2-chloroacetamido)-3-hydroxypiperidine-1-carboxylate